C(C1=CC=CC=C1)N1N=C(N=C1)C(=O)NC1C(N(C=2N(N=C3C=CC=CC23)CC1)C)=O 1-benzyl-N-(1-methyl-2-oxo-2,3,4,5-tetrahydro-1H-[1,3]diazepino[1,2-b]indazol-3-yl)-1H-1,2,4-triazole-3-carboxamide